FC(OC[C@H]1CN2C=3C(=C(SC3C(N1)=O)C=1C=NNC1)CC(C2)(F)F)F (R)-7-((difluoromethoxy)methyl)-4,4-difluoro-2-(1H-pyrazol-4-yl)-4,5,7,8-tetrahydro-3H-1-thia-5a,8-diazabenzo[cd]azulen-9(6H)-one